di-(hydroxymethyl isopropyl) phosphate P(=O)(OC(C)(C)CO)(OC(C)(C)CO)[O-]